C1OCC12CN(C2)C2CCC(CC2)NC=2C=1C=C(N(C1C=CC2)CC(F)(F)F)C#CCN[C@H]2[C@@H](COCC2)OC N-((1S,4S)-4-(2-oxa-6-azaspiro[3.3]heptan-6-yl)cyclohexyl)-2-(3-(((3S,4R)-3-methoxy-tetrahydro-2H-pyran-4-yl)amino)prop-1-yn-1-yl)-1-(2,2,2-trifluoro-ethyl)-1H-indol-4-amine